[Cu]=O.[Mg] magnesium-copper oxide